ClC=1C=C2C(=NC1)N=C(N2)[C@H](CC)[C@H]2CC[C@H](CC2)C2=CC=NC1=CC=C(C=C21)C(F)(F)F |&1:10| (±)-4-((cis)-4-(1-(6-chloro-1H-imidazo[4,5-b]pyridin-2-yl)propyl)cyclohexyl)-6-(trifluoromethyl)quinoline